methyl-Acryloyloxymethyltri-n-propoxysilane CC(CC)O[Si](OCCC)(OCCC)COC(C=C)=O